1-(5-bromopyridin-2-yl)-3-(tert-butyl)urea BrC=1C=CC(=NC1)NC(=O)NC(C)(C)C